C(C)(=O)O[C@@H]1[C@H](O[C@@H]([C@H]([C@H]1OC(C)=O)OC(C)=O)OC1=CC=C(C=C1)N)CCP(O)(O)=O (2-((2R,3R,4S,5S,6R)-3,4,5-triacetoxy-6-(4-aminophenoxy)tetrahydro-2H-pyran-2-yl)ethyl)phosphonic acid